C(C)C(C(C(C(=O)O)(CC)CC)(O)C(=O)O)C(=O)O.BrC=1C=C(C(=NC1O[C@@H]1CC[C@@H](CC1)C(C)C)C)N=CN(C)CC N'-{5-bromo-6-[(cis-4-isopropylcyclohexyl)oxy]-2-methylpyridin-3-yl}-N-ethyl-N-methylimidoformamide triethylcitrate